2-amino-5-{2-[(1S)-1-cyclopropylethyl]-7-methanesulfonamido-1-oxo-2,3-dihydro-1H-isoindol-5-yl}-N-[cis-4-hydroxy-4-methylcyclohexyl]pyrazolo[1,5-a]pyrimidine-3-carboxamide NC1=NN2C(N=C(C=C2)C=2C=C3CN(C(C3=C(C2)NS(=O)(=O)C)=O)[C@@H](C)C2CC2)=C1C(=O)NC1CCC(CC1)(C)O